NC1=CC(=NO1)C12CC(C1)(C2)C#N 3-(5-Amino-1,2-oxazol-3-yl)bicyclo[1.1.1]pentane-1-carbonitrile